C(C1=CC=CC=C1)OCCCCCC(C(CC(F)(F)F)OC1OCCCC1)[N+](=O)[O-] 2-((9-(benzyloxy)-1,1,1-trifluoro-4-nitrononan-3-yl)oxy)tetrahydro-2H-pyran